C(C)C1=CC=NC=C1 4-ethylpyridin